5-(4-(4-(dimethoxymethyl)piperidin-1-yl)phenyl)-2-methoxy-7-methyl-6,7,8,9-tetrahydro-5H-benzo[7]annulen-5-ol COC(C1CCN(CC1)C1=CC=C(C=C1)C1(CC(CCC2=C1C=CC(=C2)OC)C)O)OC